bis-(tert-butoxycarbonyl)-(aminooxy)acetic acid C(C)(C)(C)OC(=O)C(C(=O)O)(ON)C(=O)OC(C)(C)C